The molecule is a 2-oxo monocarboxylic acid anion. It derives from a valerate. It is a conjugate base of a 5-amino-2-oxopentanoic acid. C(CC(=O)C(=O)[O-])CN